COCCN1C(N(C(=C1C)C)C)C methoxyethyl-2,3,4,5-tetramethylimidazole